C(#N)C1=C(C=CC(=C1F)C(F)(F)F)N1C[C@@H]([C@@H](C2=CC(=CC(=C12)C#N)F)F)F (3s,4r)-1-[2-cyano-3-fluoro-4-(trifluoromethyl)phenyl]-3,4,6-trifluoro-1,2,3,4-tetrahydroquinoline-8-carbonitrile